methyl 4-(tert-butyldimethylsilyloxy)-3,5-dichloro-benzoate [Si](C)(C)(C(C)(C)C)OC1=C(C=C(C(=O)OC)C=C1Cl)Cl